OC[C@@H]1NC[C@H](N(C1)C(=O)OC(C)(C)C)C tert-Butyl (2R,5R)-5-(hydroxymethyl)-2-methylpiperazine-1-carboxylate